COC(=O)C1=CC=NC2=CC=C(C=C12)N1CC(C1)(C)OCC 6-(3-ethoxy-3-methylazetidin-1-yl)quinoline-4-carboxylic acid methyl ester